(S)-benzyl 2-(benzylamino)-4-methylpentanoate C(C1=CC=CC=C1)N[C@H](C(=O)OCC1=CC=CC=C1)CC(C)C